C(C1=CC=CC=C1)OC(=O)C=1N(C=CC1CC1=CC=CC=C1)S(=O)(=O)NC(=O)OCC1=CC=CC=C1 1-({[(benzyloxy)carbonyl]amino}sulfonyl)-3-benzyl-1H-pyrrole-2-carboxylic acid benzyl ester